N=1N(C=C2C1CNC2)S(=O)(=O)C=2C=C1C=CC=NC1=CC2 6-{4H,5H,6H-pyrrolo[3,4-c]pyrazole-2-sulfonyl}quinoline